OC=1C(C(=CN2C1C(N1C3=C(SCC2C1)C=CC=C3)=O)C(=O)NCC3=C(C=C(C=C3F)F)F)=O 1-hydroxy-2,14-dioxo-N-(2,4,6-trifluorobenzyl)-2,6,7,14-tetrahydro-6,13-methanobenzo[b]pyrido[2,1-f][1,4,7]thiadiazonine-3-carboxamide